C(C=C)N1C2=NC(=NC=C2N=C1)N 9-allyl-9H-purin-2-amine